N-(2-((2-(dimethylamino)ethyl)(methyl)amino)-5-((5-methoxy-4-(7-methyl-1H-indol-3-yl)pyrimidin-2-yl)amino)phenyl)propionamide CN(CCN(C1=C(C=C(C=C1)NC1=NC=C(C(=N1)C1=CNC2=C(C=CC=C12)C)OC)NC(CC)=O)C)C